FC(C=1C(=C(C=CC1)[C@@H](C)NC1=CC=NC2=CC=C(C=C12)C1(CCNCC1)O)F)F (R)-4-(4-((1-(3-(difluoromethyl)-2-fluorophenyl)ethyl)amino)quinolin-6-yl)piperidin-4-ol